FC1=CC=C(C=C1)C1=CC(=NN1C1=CC=C(C=C1)S(=O)(=O)N)CCCCCCCCCO 4-(5-(4-fluorophenyl)-3-(9-hydroxynonyl)-1H-pyrazol-1-yl)benzenesulfonamide